N-[3-(4,5-dihydro-3H-imidazol-2-yl)phenyl]-1-[(3-methylphenyl)amino]methanamide N1=C(NCC1)C=1C=C(C=CC1)NC(=O)NC1=CC(=CC=C1)C